NC1=C(C=C(C=N1)C=1C=C2N(N1)CCC21CN(C1)C(=O)NC(C)(C)C1=NC=CC=C1)C(F)(F)F 2'-[6-amino-5-(trifluoromethyl)pyridin-3-yl]-N-[2-(pyridin-2-yl)propan-2-yl]-5',6'-dihydrospiro[azetidine-3,4'-pyrrolo[1,2-b]pyrazole]-1-carboxamide